BrC1=CC=C(C=C1)C1=NC2=C(N1)C=C(C(=C2)Cl)Cl 2-(4-bromophenyl)-5,6-dichloro-1H-benzo[d]imidazole